6-bromo-2-[(4-methoxyphenyl)methyl]Spiro[3H-isoquinoline-4,1'-cyclopropane] BrC=1C=C2C(=CC1)CN(CC21CC1)CC1=CC=C(C=C1)OC